FC1=C(OC2=C(C=C(CN3C(CCC3=O)=O)C=C2)C=2C3=C(C(N(C2)C)=O)N(C=C3)S(=O)(=O)CC3=CC=CC=C3)C=CC(=C1)F 1-(4-(2,4-difluorophenoxy)-3-(6-methyl-7-oxo-1-toluenesulfonyl-6,7-dihydro-1H-pyrrolo[2,3-c]pyridin-4-yl)benzyl)pyrrolidine-2,5-dione